Caren-10-al CC1(C2C1=CC(CC2)C=O)C